FC1=C(C(=C(C(=C1[B-](C1=C(C(=C(C(=C1F)F)F)F)F)(C1=C(C(=C(C(=C1F)F)F)F)F)C1=C(C(=C(C(=C1F)F)F)F)F)F)F)F)F.C(CCCCCCCCCCCCCCC)[NH+](C1=CC=CC=C1)CCCCCCCCCCCCCCCC N,N-di(hexadecyl)anilinium tetra(pentafluorophenyl)borate